NCC(CC(CC(=O)NCCCN1CCN(CC1)CCCNC(CC(CCCCCCCCCCCCC)CC(CN)O)=O)CCCCCCCCCCCCC)O 1,4-bis[(3-(3-amino-2-hydroxypropyl)-palmitoylamino)propyl]piperazine